BrC=1C=NC(=NC1)C1CN(C1)[C@@H]1[C@@H](CCCC1)OC=1C=C2CN(C(C2=CC1)=O)N1C(CCCC1=O)=O (5-(((cis)-2-(3-(5-bromopyrimidin-2-yl)azetidin-1-yl)cyclohexyl)oxy)-1-oxo-isoindolin-2-yl)piperidine-2,6-dione